C1(CCCCCC1)C1=CC=C(OC2=NC=C(C(=O)NO)C=C2)C=C1 6-(4-cycloheptylphenoxy)-N-hydroxynicotinamide